C(C)(C)(C)OOC(C)(C)C1=CC=C(C=C1)C(C)(C)OOC(C)(C)C 1,4-bis(tert-butylperoxyisopropyl)benzene